OC1=C(C=C(C(=C1C)O)C)C(\C=C\C)=O (E)-1-(2,4-dihydroxy-3,5-dimethylphenyl)but-2-en-1-one